ClC1=CN=C(C=2C=CC=C(C12)S(=O)(=O)Cl)OC 4-Chloro-1-methoxyisoquinoline-5-sulfonyl chloride